N-(3-chloro-5-(methylsulfonamido)phenyl)-5-(5-(1,1-difluoro-5-azaspiro[2.4]heptan-5-yl)pyrimidin-2-yl)-1-methyl-1H-pyrrole-3-carboxamide ClC=1C=C(C=C(C1)NS(=O)(=O)C)NC(=O)C1=CN(C(=C1)C1=NC=C(C=N1)N1CC2(CC2(F)F)CC1)C